C(=O)(O)C(O)C(O)C(=O)O.N[C@@H](CCCCN)C(=O)O lysine, tartrate salt